C(C1=CC=CC=C1)NC(N(C1=CC=C(C=C1)C=1C=NN(C1)C)[C@@H]1CC[C@H](CC1)NC1=NC=C(C(=N1)OC1=C(C=CC=C1)S(=O)(=O)C(C)C)Cl)=O 3-benzyl-1-(trans-4-((5-chloro-4-(2-(isopropyl-sulfonyl)phenoxy)-pyrimidin-2-yl)-amino)cyclohexyl)-1-(4-(1-methyl-1H-pyrazol-4-yl)-phenyl)urea